piperidine-3-carboxylic acid (1-phenyl-cyclobutyl)-amide C1(=CC=CC=C1)C1(CCC1)NC(=O)C1CNCCC1